sulfopropyl acrylate potassium salt [K+].C(C=C)(=O)OCCCS(=O)(=O)[O-]